C(#N)C1=CC=C2C(=NN(C2=C1)C1OCCCC1)C1=NC(=NC=C1CC)N[C@@H]1CN(CCC1)C(=O)OC(C)(C)C tert-butyl (3S)-3-((4-(6-cyano-1-(tetrahydro-2H-pyran-2-yl)-1H-indazol-3-yl)-5-ethylpyrimidin-2-yl)amino)piperidine-1-carboxylate